N-(3-bromo-5-methyl-1-tetrahydropyran-2-yl-indazol-4-yl)-2-[(1-methylpyrazol-3-yl)amino]thiazole-5-carboxamide BrC1=NN(C2=CC=C(C(=C12)NC(=O)C1=CN=C(S1)NC1=NN(C=C1)C)C)C1OCCCC1